O=C1N(CC2=CC(=CC=C12)O[C@@H]1CN(CC1)CC=1C=C2C=NC(=NC2=CC1)[C@H]1COCC1)[C@@H]1C(NC(CC1)=O)=O (S)-3-(1-Oxo-5-(((S)-1-((2-((S)-tetrahydrofuran-3-yl)quinazolin-6-yl)methyl)pyrrolidin-3-yl)oxy)isoindolin-2-yl)piperidine-2,6-dione